C(#N)C(COOCC)NC(C1=CC=C(C=C1)C)=O N-(1-cyano-2-ethylperoxyethyl)-4-methylbenzamide